N1=CC=C2N1CCN(C2)C(=O)C=2N=C1N(N2)[C@H](C[C@H]1F)C1=CC=CC=C1 |r| 6,7-Dihydro-4H-pyrazolo[1,5-a]pyrazin-5-yl-[rac-(5R,7R)-7-fluoro-5-phenyl-6,7-dihydro-5H-pyrrolo[1,2-b][1,2,4]triazol-2-yl]methanon